2-((2R,3S,4S,6R)-6-((S)-2,2-dimethyl-1,3-dioxolan-4-yl)-3-methyl-4-((triisopropylsilyl)oxy)tetrahydro-2H-pyran-2-yl)acetaldehyde CC1(OC[C@H](O1)[C@H]1C[C@@H]([C@H]([C@H](O1)CC=O)C)O[Si](C(C)C)(C(C)C)C(C)C)C